1,1-bis[4-(4-aminophenoxy)phenyl]-1-phenyl-2,2,2-trifluoroethane NC1=CC=C(OC2=CC=C(C=C2)C(C(F)(F)F)(C2=CC=CC=C2)C2=CC=C(C=C2)OC2=CC=C(C=C2)N)C=C1